2,2'-azobis{2-methyl-N-[1,1-bis(hydroxymethyl)-2-hydroxy-ethyl]propionamide} N(=NC(C(=O)NC(CO)(CO)CO)(C)C)C(C(=O)NC(CO)(CO)CO)(C)C